2-Chloro-4-(((1R,2S)-2-hydroxy-1-(5-(4-(hydroxymethyl)phenyl)-1,3,4-oxadiazol-2-yl)propyl)amino)benzonitrile ClC1=C(C#N)C=CC(=C1)N[C@H]([C@H](C)O)C=1OC(=NN1)C1=CC=C(C=C1)CO